(S)-(4-(3-(4,4-difluorocyclohexyl)-6,7-difluoro-2-oxoindolin-3-yl)phenyl)boronic acid FC1(CCC(CC1)[C@]1(C(NC2=C(C(=CC=C12)F)F)=O)C1=CC=C(C=C1)B(O)O)F